SC1=CC2=CC=CC=C2C=C1N 2-mercapto-3-amino-naphthalene